N-((1H-benzo[d]imidazol-6-yl)methyl)-N-(3-methoxybenzyl)-3-(2-morpholinoethoxy)aniline N1C=NC2=C1C=C(C=C2)CN(C2=CC(=CC=C2)OCCN2CCOCC2)CC2=CC(=CC=C2)OC